C(C)(C)(C)OC(=O)N1CCC(CC1)(O)CN1CCN(CC1)C(=O)OCC1=CC=CC=C1 benzyl 4-{[1-(tert-butoxycarbonyl)-4-hydroxypiperidin-4-yl]methyl}piperazine-1-carboxylate